4-(4-(5-(4-ethylbenzyl)-2,4-dioxothiazolidin-3-yl)butanamido)-2-methylbenzoic acid C(C)C1=CC=C(CC2C(N(C(S2)=O)CCCC(=O)NC2=CC(=C(C(=O)O)C=C2)C)=O)C=C1